OCC(C(=O)OC1C(CCCC1)OC)(C)CO 2-methoxycyclohexyl 3-hydroxy-2-(hydroxymethyl)-2-methylpropanoate